ON(C=1C=2N=CN([C@H]3[C@H](O)[C@H](O)[C@@H](CO)O3)C2N=CN1)C(NC(CCCC)=O)=O N6-hydroxy-N-pentanoylcarbamoyladenosine